6-chloro-4-((4-cyclopropyl-2-(N-methylsulfonylamino)phenyl)amino)-N-methoxy-2-methylnicotinamide ClC1=NC(=C(C(=O)NOC)C(=C1)NC1=C(C=C(C=C1)C1CC1)NS(=O)(=O)C)C